CN1CC2CCC(C1)N2C2=CC=CC(=N2)C#N 6-[3-methyl-3,8-diazabicyclo[3.2.1]oct-8-yl]pyridine-2-carbonitrile